N(C(=N)N)CCCCCC(=O)OC[C@H]([C@H]([C@@H]([C@H](COC(CCCCCNC(=N)N)=O)OC(CCCCCNC(=N)N)=O)OC(CCCCCNC(=N)N)=O)OC(CCCCCNC(=N)N)=O)OC(CCCCCNC(=N)N)=O (2R,3R,4R,5S)-hexane-1,2,3,4,5,6-hexayl hexakis(6-guanidinohexanoate)